C(N)(=O)C1=NC(=NC=C1F)N1CCC(CC1)(C(=O)OC)F Methyl 1-(4-carbamoyl-5-fluoro-pyrimidin-2-yl)-4-fluoro-piperidine-4-carboxylate